CCOC(=S)SSC(=S)OC(=[Se])C selenoxanthate